C(=O)C1=C(C=CC2=C1C=CO2)O 4-formyl-5-hydroxybenzofuran